O1C(=NC2=C1C=CC=C2)N2CC=1C=CC=C(C1C2)C(=O)NO 2-(benzo[d]oxazol-2-yl)-N-hydroxyisoindoline-4-carboxamide